ClC1=CC=C(C=C1)C=1NC(=CC1C#N)C(F)(F)F.[Br] bromine 2-(4-chlorophenyl)-5-trifluoromethylpyrrole-3-carbonitrile